ClC1=C(C=C2C=C(N=CC2=C1)NC(=O)[C@H]1CC12CCOCC2)N2CCC(CC2)N2CC(C2)(F)F (1S)-N-(7-chloro-6-(4-(3,3-difluoroazetidin-1-yl)piperidin-1-yl)isoquinolin-3-yl)-6-oxaspiro[2.5]octane-1-carboxamide